(2R)-2-[(tert-butoxycarbonyl)amino]propyl Dimethylcarbamate CN(C(OC[C@@H](C)NC(=O)OC(C)(C)C)=O)C